COC(=O)C1CC2(C1)CC(C2)NC(=O)OCC2=CC=CC=C2.COC2=C(C=CC(=C2)C=2N=NN(N2)CC2=CC=NC=C2)S(=O)(=O)NC 2-methoxy-N-methyl-4-(2-(pyridin-4-ylmethyl)-2H-tetrazol-5-yl)benzenesulfonamide methyl-(rac)-6-(((benzyloxy)carbonyl)amino)-spiro[3.3]heptane-2-carboxylate